tert-butyl (5S,6S,9R)-9-amino-6-(2,3-difluorophenyl)-6,7,8,9-tetrahydro-5H-cyclohepta[b]pyridin-5-ylcarbamate N[C@@H]1CC[C@H]([C@@H](C=2C1=NC=CC2)NC(OC(C)(C)C)=O)C2=C(C(=CC=C2)F)F